[Na+].[Na+].NCC1COC(CN1)CC(=O)N1CC(C1)OC1=C(C=2O[B-]([C@H]3C[C@H]3C2C=C1)(O)O)C(=O)O.NCC1COC(CN1)CC(=O)N1CC(C1)OC1=C(C=2O[B-]([C@H]3C[C@H]3C2C=C1)(O)O)C(=O)O (2R,4S)-9-(1-{[5-(aminomethyl)morpholin-2-yl]acetyl}azetidin-3-yl)oxy-5,5-dihydroxy-6-oxa-5-boranuidatricyclo[5.4.0.02,4]undeca-1(7),8,10-triene-8-carboxylic acid disodium salt